(S)-4-(4-chloro-3-vinylphenyl)-2,2-dimethyloxazolidine-3-carboxylic acid tert-butyl ester C(C)(C)(C)OC(=O)N1C(OC[C@@H]1C1=CC(=C(C=C1)Cl)C=C)(C)C